2-[[4-[5-isobutyl-4-methyl-2-(2H-tetrazol-5-yl)phenyl]piperazin-1-yl]methyl]-1,3-benzothiazole C(C(C)C)C=1C(=CC(=C(C1)N1CCN(CC1)CC=1SC2=C(N1)C=CC=C2)C=2N=NNN2)C